N-(2-(4-((4-(5-fluoro-2-(pyrrolidine-1-carbonyl)-1H-indol-3-yl)-1H-1,2,3-triazol-1-yl)methyl)piperidin-1-yl)ethyl)-4-isobutylbenzenesulfonamide FC=1C=C2C(=C(NC2=CC1)C(=O)N1CCCC1)C=1N=NN(C1)CC1CCN(CC1)CCNS(=O)(=O)C1=CC=C(C=C1)CC(C)C